COC=1C(=CC(N(C1)C(C(=O)OC(C)(C)C)C[C@H]1OCCCC1)=O)B1OC(C(O1)(C)C)(C)C tert-Butyl 2-[5-methoxy-2-oxo-4-(4,4,5,5-tetramethyl-1,3,2-dioxaborolan-2-yl)pyridin-1(2H)-yl]-3-[(2S)-tetrahydro-2H-pyran-2-yl]propanoate